ClC1=C(C=C(C=C1)Cl)N=C=N dl-2,5-dichlorophenyl-carbodiimide